N1C=CC2=CC=C(C=C12)S(=O)(=O)N1C2CN(C(C1)C2)C2=CC=C(C=C2)O 4-[5-(1H-indol-6-ylsulfonyl)-2,5-diazabicyclo[2.2.1]heptan-2-yl]phenol